2,2'-[thiobis(methylene)]bis-furan S(CC=1OC=CC1)CC=1OC=CC1